6-acetyl-8-cyclopentyl-5-methyl-2-((5,6,7,8-tetrahydro-1,6-naphthyridin-2-yl)amino)pyrido[2,3-d]pyrimidin-7(8H)-one C(C)(=O)C1=C(C2=C(N=C(N=C2)NC2=NC=3CCNCC3C=C2)N(C1=O)C1CCCC1)C